3-bromo-4,5-difluoro-aniline BrC=1C=C(N)C=C(C1F)F